N-(2-((2-Chloro-5-fluorophenoxy)methyl)-3-cyano-4-fluorophenyl)-3-fluoro-5-(trifluoromethyl)benzamide ClC1=C(OCC2=C(C=CC(=C2C#N)F)NC(C2=CC(=CC(=C2)C(F)(F)F)F)=O)C=C(C=C1)F